COC(=O)C=1C=CC2=C(N(C(=N2)CN2CC(C2)OC2=NC(=CC=C2)OCC2=C(C=C(C=C2)C#N)F)C[C@H]2OCC2)C1 (S)-2-((3-((6-((4-cyano-2-fluorobenzyl)oxy)pyridine-2-yl)oxy)azetidin-1-yl)methyl)-1-(oxetan-2-ylmethyl)-1H-benzo[d]imidazole-6-carboxylic acid methyl ester